The molecule is a 1-acyl-2-dodecanoyl-sn-glycerol-3-phosphate in which the 1-acyl group is also dodecanoyl (lauroyl). It is a 1-acyl-2-dodecanoyl-sn-glycero-3-phosphate and a dodecanoate ester. It is a conjugate acid of a 1,2-dilauroyl-sn-glycero-3-phosphate(2-). CCCCCCCCCCCC(=O)OC[C@H](COP(=O)(O)O)OC(=O)CCCCCCCCCCC